F[C@H]1[C@]2(C[C@@H](C[C@@](C[C@@H]1OC=1N=CC(=NC1)C1=C(C=C(C=C1)N1C=NC=C1)O)(N2)C)C)C 2-(5-(((1r,2s,3s,5s,7r)-2-fluoro-1,5,7-trimethyl-9-azabicyclo[3.3.1]non-3-yl)oxy)pyrazin-2-yl)-5-(1H-imidazol-1-yl)phenol